ClC=1C=C2C(N(C(=NC2=C(C1)C(C)NC1=C(C(=O)O)C=CC=C1)N1CCOCC1)CC1CCC1)=O 2-((1-(6-chloro-3-(cyclobutylmethyl)-2-morpholino-4-oxo-3,4-dihydroquinazolin-8-yl)ethyl)amino)benzoic acid